FC1=CC=C(C=2C3=C(NC12)CCN(C3)C(=O)C3=NNC(=C3)C)C 6-Fluoro-9-methyl-2-(5-methyl-1H-pyrazol-3-carbonyl)-1,3,4,5-tetrahydropyrido[4,3-b]indol